2-((3S)-1-(2-ethyl-6-(1-methyl-5-(((tetrahydro-2H-pyran-2-yl)oxy)methyl)-1H-1,2,3-triazol-4-yl)pyridin-3-yl)-5,5-difluoroPiperidin-3-yl)acetic acid tert-butyl ester C(C)(C)(C)OC(C[C@@H]1CN(CC(C1)(F)F)C=1C(=NC(=CC1)C=1N=NN(C1COC1OCCCC1)C)CC)=O